NC1(CC1)CNC1=CC(=NC2=CC=C(C=C12)C)N1CCS(C2=C(C1)C=CC=C2)(=O)=O (1-Amino-cyclopropylmethyl)-[2-(5,5-dioxo-5,6,7,9-tetrahydro-5λ6-thia-8-aza-benzocyclohepten-8-yl)-6-methyl-quinolin-4-yl]-amine